BrC1=CC=C(C(=N1)C1CN(CCC1)C(=O)OC(C)(C)C)F tert-butyl 3-(6-bromo-3-fluoropyridin-2-yl)piperidine-1-carboxylate